3-((5-(5H-pyrido[4,3-b]indol-7-yl)pyridin-2-yl)oxy)cyclobutan-1-ol C1=NC=CC=2NC=3C=C(C=CC3C21)C=2C=CC(=NC2)OC2CC(C2)O